N[C@H](C(=O)O)CN1OC(NC1=O)=O (L)-(+)-α-Amino-3,5-dioxo-1,2,4-oxadiazolidine-2-propanoic acid